CC1C(OC2C1CCC(=C2)C)=O 3,6-dimethyl-3a,4,5,7a-tetrahydro-2(3H)-benzofuranone